ClC1=C(OCC(=O)O)C(=CC(=C1)C(CC(C)(C)C)(C)C)Cl.CN1N=CC(=C1)C1OCCNC1 6-(1-methylpyrazol-4-yl)morpholine 2,6-dichloro-4-(1,1,3,3-tetramethylbutyl)phenoxyacetate